FC1=CC=C(C(=N1)C)C(C=1N=NN(C1)C1(CC1)C(F)(F)F)NC=1C=C2C=C(C=NC2=C(C1)C#N)C#N 6-(((6-fluoro-2-methylpyridin-3-yl)(1-(1-(trifluoromethyl)cyclopropyl)-1H-1,2,3-triazol-4-yl)methyl)amino)quinoline-3,8-dicarbonitrile